5-fluoro-N-methyl-2-({3-[(E)-2-{5-[2-(pyrrolidin-1-yl)ethoxy]pyridin-2-yl}vinyl]-1H-indazol-6-yl}thio)benzamide FC=1C=CC(=C(C(=O)NC)C1)SC1=CC=C2C(=NNC2=C1)\C=C\C1=NC=C(C=C1)OCCN1CCCC1